4-benzyl-6-chloro-3-[5-(1-methylindol-3-yl)-4,5-dihydro-1H-pyrazol-3-yl]-1H-quinolin-2-one C(C1=CC=CC=C1)C1=C(C(NC2=CC=C(C=C12)Cl)=O)C1=NNC(C1)C1=CN(C2=CC=CC=C12)C